C(C1=CN=CC=C1)(=O)OC1=CC(=CC(=C1)C=NC1=CC(=CC(=C1)Cl)Cl)Cl 3-chloro-5-((3,5-dichlorophenylimino)-methyl)phenyl nicotinate